C(C)(C)OO[Ti]OOC(C)C diisopropoxyoxytitanium